L-8-anilino-1-naphthalenesulfonic acid N(C1=CC=CC=C1)C=1C=CC=C2C=CC=C(C12)S(=O)(=O)O